C[C@H]1[C@@H](C[C@H]([C@@H](O1)OCCCCCCCC/C=C/C(=O)[O-])O)O The molecule is a hydroxy fatty acid ascaroside anion that is the conjugate base of oscr#17, obtained by deprotonation of the carboxy group; major species at pH 7.3. It is a conjugate base of an oscr#17.